ClC1=CC=C(CCN[C@H](C(=O)NC2=NC=C(C=C2)N2CC(N(CC2)C)=O)C2=CC=CC=C2)C=C1 |r| (S)- and (R)-2-((4-chlorophenethyl)amino)-N-(5-(4-methyl-3-oxopiperazin-1-yl)pyridin-2-yl)-2-phenylacetamide